FC=1C=C(CC2=NC3=C(N2C2CCOCC2)C=CC(=C3)C=3C(=NOC3C)C)C=CC1F 4-(2-(3,4-difluorobenzyl)-1-(tetrahydro-2H-pyran-4-yl)-1H-benzo[d]imidazol-5-yl)-3,5-dimethylisoxazole